[4,5-3H]leucine N[C@@H](CC(C)(C[3H])[3H])C(=O)O